2-((cis)-4-(6-fluoroquinolin-4-yl)cyclohexyl)acetaldehyde FC=1C=C2C(=CC=NC2=CC1)[C@H]1CC[C@H](CC1)CC=O